2-hydroxy-5-(3,4,5,7-tetrahydroxy-3,4-dihydro-2H-chromen-2-yl)phenolate OC1=C(C=C(C=C1)C1OC2=CC(=CC(=C2C(C1O)O)O)O)[O-]